FC(C=1C=CC=2N(N1)C(=CN2)C2=NC=NC(=C2)C=2CCOCC2)F 6-(Difluoromethyl)-3-(6-(3,6-dihydro-2H-pyran-4-yl)pyrimidin-4-yl)imidazo[1,2-b]pyridazine